2-(7-((2S,5R)-4-(1-(6-(difluoromethyl)pyridin-3-yl)ethyl)-2,5-diethylpiperazine-1-yl)-4-methyl-5-oxo-4,5-dihydro-2H-pyrazolo[4,3-b]Pyridin-2-yl)acetonitrile FC(C1=CC=C(C=N1)C(C)N1C[C@@H](N(C[C@H]1CC)C=1C=2C(N(C(C1)=O)C)=CN(N2)CC#N)CC)F